(R)-4-cyano-7-cyclobutyl-N-(1,1-dioxido-2,3-dihydrothiophen-3-yl)-2-methoxyquinoline-3-carboxamide C(#N)C1=C(C(=NC2=CC(=CC=C12)C1CCC1)OC)C(=O)N[C@H]1CS(C=C1)(=O)=O